tert-butyl 3-carbamoyl-4-(4,5-dichloro-2-hydroxyphenyl)pyrrolidine-1-carboxylate C(N)(=O)C1CN(CC1C1=C(C=C(C(=C1)Cl)Cl)O)C(=O)OC(C)(C)C